3-iodo-6-phenyl-imidazo[1,2-a]pyridine IC1=CN=C2N1C=C(C=C2)C2=CC=CC=C2